COP(=O)(N)SC The molecule is an organic thiophosphate resulting from the N-deacylation of the proinsecticide acephate. It has a role as an acaricide, an agrochemical and an avicide. It is an organic thiophosphate, a phosphoramide and an organothiophosphate insecticide.